2-bromo-N-(2,2-difluoro-2-(3-chlorophenyl)ethyl)acetamide BrCC(=O)NCC(C1=CC(=CC=C1)Cl)(F)F